[O-]CCC.[O-]CCC.C(C)C(C(=O)[O-])(C(O)(C(=O)[O-])CC(=O)[O-])CC.C(C)C(C(=O)[O-])(C(O)(C(=O)[O-])CC(=O)[O-])CC.[Zr+4].[Zr+4] zirconium (IV) bis(diethylcitrate) di-n-propoxide